Phosphanimine P=N